4-cyclopropoxy-N-(3,5-difluoro-4-((7-(2-methoxyethoxy)quinolin-4-yl)oxy)phenyl)pyridazine-3-carboxamide C1(CC1)OC1=C(N=NC=C1)C(=O)NC1=CC(=C(C(=C1)F)OC1=CC=NC2=CC(=CC=C12)OCCOC)F